NC1=C(C2=C(S1)CCC21CN(C1)C=1C2=C(N=C(N1)Cl)CCN(C2)C(=O)OC(C)(C)C)C#N tert-butyl 4-(2'-amino-3'-cyano-5',6'-dihydrospiro[azetidine-3,4'-cyclopenta[b]thiophen]-1-yl)-2-chloro-7,8-dihydropyrido[4,3-d]pyrimidine-6(5H)-carboxylate